7-{7-[(3S,4S)-3-fluoro-2,2,6,6-tetramethylpiperidin-4-yl]-6,7-dihydro-5H-pyrrolo[2,3-c]pyridazin-3-yl}-6-hydroxy-2-methyl-4H-1-benzopyran-4-one F[C@@H]1C(NC(C[C@@H]1N1CCC2=C1N=NC(=C2)C2=CC1=C(C(C=C(O1)C)=O)C=C2O)(C)C)(C)C